2-(3-chlorobenzofuran-2-yl)-4,4,5,5-tetramethyl-1,3,2-dioxaborolane ClC1=C(OC2=C1C=CC=C2)B2OC(C(O2)(C)C)(C)C